(3-Fluoro-5-(1-(4-fluorophenyl)-1H-1,2,3-triazol-4-yl)phenyl)methylamine trifluoroacetate FC(C(=O)O)(F)F.FC=1C=C(C=C(C1)C=1N=NN(C1)C1=CC=C(C=C1)F)CN